FC1=C(C=NN1C)C(=O)N 5-fluoro-1-methyl-pyrazole-4-carboxamide